[3-[2-(dimethylamino) ethyl]-5-methoxy-indol-1-yl] methyl hydrogen phosphate P(=O)(ON1C=C(C2=CC(=CC=C12)OC)CCN(C)C)(OC)O